CO[C@]1(COCC1)C1=CC(=CC(=N1)N1N=C(C=2C=NC(=CC21)NC(=O)N)C)OCC2COC2 (S)-1-(1-(6-(3-Methoxytetrahydrofuran-3-yl)4-(oxetan-3-ylmethoxy)pyridine-2-yl)-3-methyl-1H-pyrazolo[4,3-c]pyridine-6-yl)urea